1-(2,2-Diethoxyethyl)pseudouridine C(C)OC(CN1C=C([C@H]2[C@H](O)[C@H](O)[C@@H](CO)O2)C(NC1=O)=O)OCC